C(CCC)[Si](OCCC)(CCCC)CCCC trin-butyl-monon-propoxysilane